C(#N)C=1C=NN2C1C(=CC(=C2)C=2C=NN(C2)C)N2N=CC(=C2)NC(CC=2C=NC(=CC2)OC)=O N-(1-(3-cyano-6-(1-methyl-1H-pyrazol-4-yl)pyrazolo[1,5-a]pyridin-4-yl)-1H-pyrazol-4-yl)-2-(6-methoxypyridin-3-yl)acetamide